6-methyl-pyridin-2-amine tert-butyl-9,16,17-trimethyl-10-oxa-2,12,18,20-tetrazapentacyclo[9.7.1.14,7.02,8.015,19]icosa-1(18),11(19),12,14,16-pentaene-20-carboxylate C(C)(C)(C)OC(=O)N1C2CCC1CN1C3=NC(=C(C4=CC=NC(OC(C21)C)=C34)C)C.CC3=CC=CC(=N3)N